FC1=CC=C(C=C1)C1NC(OC1)=O 4-(4-fluorophenyl)-oxazolidin-2-one